N-(3-{4-[(1,1-dioxo-1λ6-thian-4-yl)amino]-1-(2,2,2-trifluoroethyl)-1H-indol-2-yl}prop-2-yn-1-yl)-4-methylpiperazine-1-carboxamide O=S1(CCC(CC1)NC1=C2C=C(N(C2=CC=C1)CC(F)(F)F)C#CCNC(=O)N1CCN(CC1)C)=O